6-{2-[4-(1,2-Benzisoxazol-3-yl)piperidin-1-yl]ethyl}-2,4-dimethylpyrido[4,3-d]pyrimidin-5(6H)-one O1N=C(C2=C1C=CC=C2)C2CCN(CC2)CCN2C(C1=C(N=C(N=C1C)C)C=C2)=O